1-cyclopropyl-6-(4-(cyclopropylmethoxy)pyrrolo[2,1-f][1,2,4]triazin-5-yl)-2-methyl-1H-imidazo[4,5-b]pyridine C1(CC1)N1C(=NC2=NC=C(C=C21)C=2C=CN1N=CN=C(C12)OCC1CC1)C